(S,Z)-2'-methyl-6'-(5-(3-methylmorpholinyl)-2-oxoindole-3-ylidene)-5',6'-dihydro-1'H-spiro[cyclobutane-1,4'-cyclopenta[b]pyrrole]-3'-carboxylic acid CC1=C(C2=C(N1)\C(\CC21CCC1)=C\1/C(NC2=CC=C(C=C12)N1[C@H](COCC1)C)=O)C(=O)O